5-bromo-1-methyl-1,2,3,4-tetrahydroisoquinoline-2-carboxylic acid tert-butyl ester C(C)(C)(C)OC(=O)N1C(C2=CC=CC(=C2CC1)Br)C